ClC1=NC=C2N(CN(C2=N1)C1CCOCC1)C 2-chloro-7-methyl-9-(tetrahydro-2H-pyran-4-yl)-7,9-dihydro-8H-purine